[N+](=O)([O-])C1=CC(=C(C=C1)OC1=CC=CC=C1)OC(C)C 4-nitro-1-phenoxy-2-(prop-2-yloxy)benzene